3-Oxo-4-(2,4,5-trifluorophenyl)butanoic acid O=C(CC(=O)O)CC1=C(C=C(C(=C1)F)F)F